6-((2,6-dimethyl-pyrimidin-4-yl)amino)-N-ethoxy-4-((5-fluoro-2-methoxy-3-(pyrimidin-2-yl)phenyl)amino)-nicotinamide CC1=NC(=CC(=N1)NC1=NC=C(C(=O)NOCC)C(=C1)NC1=C(C(=CC(=C1)F)C1=NC=CC=N1)OC)C